(R)-benzyl 3-((tert-butoxycarbonyl)amino)-4-oxo-4-((tetrahydro-2H-pyran-4-yl)amino)butanoate C(C)(C)(C)OC(=O)N[C@H](CC(=O)OCC1=CC=CC=C1)C(NC1CCOCC1)=O